6-aminobenzo[d]thiazole-2-carboxamide NC1=CC2=C(N=C(S2)C(=O)N)C=C1